tert-butyl (4S,7S)-2-bromo-4,7-dimethyl-6,7-dihydro-4H-pyrazolo[1,5-a]pyrazine-5-carboxylate BrC1=NN2C([C@@H](N(C[C@@H]2C)C(=O)OC(C)(C)C)C)=C1